(Z)-1'-(phenoxymethyl)-[2,3'-biindolinylidene]-2',3-dione O(C1=CC=CC=C1)CN1C(\C(\C2=CC=CC=C12)=C\1/NC2=CC=CC=C2C1=O)=O